tert-butyl (R)-1-(3-(3-bromo-2-methylbenzamido)-5-cyano-4-hydroxybenzyl)pyrrolidine-3-carboxylate BrC=1C(=C(C(=O)NC=2C=C(CN3C[C@@H](CC3)C(=O)OC(C)(C)C)C=C(C2O)C#N)C=CC1)C